4-Amino-1-azaadamantane NC1C2CN3CC(CC1C3)C2